C(C)C=1C=CC(=NC1)CCOC1=C(C=O)C=CC=C1 [2-(5-ethyl-2-pyridyl)ethoxy]benzaldehyde